3-((2-(dimethylamino)ethoxy)carbonyl)-7-oxabicyclo[2.2.1]heptane-2-carboxylic acid CN(CCOC(=O)C1C(C2CCC1O2)C(=O)O)C